n-tridecyl-cycloundecane C(CCCCCCCCCCCC)C1CCCCCCCCCC1